C(C)OC(=O)C1=C(N=CS1)C#CC=1C=NN(C1)C1OCCCC1.O1C(CCCC1)N1N=CC(=C1)C#CC=1N=CSC1C(=O)OCC ethyl 4-((1-(tetrahydro-2H-pyran-2-yl)-1H-pyrazol-4-yl)ethynyl)thiazole-5-carboxylate Ethyl-4-((1-(tetrahydro-2H-pyran-2-yl)-1H-pyrazol-4-yl)ethynyl)thiazole-5-carboxylate